tert-butyl (4Z)-3-[(tert-butyldimethylsilyl)oxy]-6-[(1R,2R,6S,8R)-6,9,9-trimethyl-3,5-dioxa-4-boratricyclo[6.1.1.02,6]decan-4-yl]hex-4-enoate [Si](C)(C)(C(C)(C)C)OC(CC(=O)OC(C)(C)C)\C=C/CB1O[C@@H]2[C@H]3C([C@@H](C[C@@]2(O1)C)C3)(C)C